FC1=C(CN2C(N([C@H](C3=CC=C(C=C23)C(=O)NCC2=C(C=C(C=C2F)F)F)C)C)=O)C(=CC=C1OC)F (S)-1-(2,6-difluoro-3-methoxybenzyl)-3,4-dimethyl-2-oxo-N-(2,4,6-trifluorobenzyl)-1,2,3,4-tetrahydroquinazoline-7-carboxamide